C1CCN2C1=C(C=1C=CC=CC21)C(=O)NC2CC1COCC(C2)N1C(=O)OC(C)(C)C tert-butyl 7-(2,3-dihydro-1H-pyrrolo[1,2-a]indole-9-carboxamido)-3-oxa-9-azabicyclo[3.3.1]nonane-9-carboxylate